C(C([2H])([2H])[2H])(OC1=CC=C(C=N1)C1=CN=CC(=N1)C(=O)N/N=C/C=1C(=NC=C(C1)OC)F)([2H])[2H] (E)-6-(6-(ethoxy-d5)pyridin-3-yl)-N'-((2-fluoro-5-methoxypyridin-3-yl)methylene)pyrazine-2-carbohydrazide